2-(2-(4-fluorophenyl)-1H-pyrrolo-[2,3-b]pyridin-5-yl)-N-(2,2,2-trifluoroethyl)isonicotinamide FC1=CC=C(C=C1)C1=CC=2C(=NC=C(C2)C=2C=C(C(=O)NCC(F)(F)F)C=CN2)N1